N-[(1R)-1-(4-cyclopropyl-3,5-dimethoxyphenyl)ethyl]-2-[(1S)-1-phenylethoxy]acetamide C1(CC1)C1=C(C=C(C=C1OC)[C@@H](C)NC(CO[C@@H](C)C1=CC=CC=C1)=O)OC